CC1(C=C(C(N(C1C)C1=CC(=CC=C1)C(F)(F)F)=O)C(=O)NCCN1CCOCC1)C(=O)NC 5,N5,6-trimethyl-N3-(2-morpholin-4-ylethyl)-2-oxo-1-[3-(trifluoromethyl)-phenyl]-1,2-dihydropyridine-3,5-dicarboxamide